C(C)(C)(C)OC(=O)N1[C@H]([C@H](CC1)NS(=O)(=O)C)CC1=C(C(=CC=C1)Br)F (2S,3S)-2-(3-bromo-2-fluorobenzyl)-3-((methylsulfonyl)amino)pyrrolidine-1-carboxylic acid tert-butyl ester